2-(morpholin-4-yl)pyridine-4-carboxamide N1(CCOCC1)C1=NC=CC(=C1)C(=O)N